lithium anthracenedicarboxylic acid C=1(C(=CC=C2C=C3C=CC=CC3=CC12)C(=O)O)C(=O)O.[Li]